tert-butyl 4-(2-(3-((5-ethyl-2-methoxyphenyl)sulfonamido)-4-methoxybenzo[d]isoxazol-6-yl)thiazol-5-yl)-1,4-diazepane-1-carboxylate C(C)C=1C=CC(=C(C1)S(=O)(=O)NC1=NOC2=C1C(=CC(=C2)C=2SC(=CN2)N2CCN(CCC2)C(=O)OC(C)(C)C)OC)OC